NC1=CC=C(C=C1)CCC(=O)NCC1=CC=NC=C1 3-(4-aminophenyl)-N-(pyridin-4-ylmethyl)propionamide